N-[3-(2-furyl)acryloyl]-L-phenylalanyl-glycyl-glycine ethyl ester C(C)OC(CNC(CNC([C@@H](NC(C=CC=1OC=CC1)=O)CC1=CC=CC=C1)=O)=O)=O